CC1=NC=C(C=N1)C(=O)NC=1SC2=C(N1)C=CC(=C2)[N+](=O)[O-] 2-methyl-N-(6-nitrobenzo[d]thiazol-2-yl)pyrimidine-5-carboxamide